C1=CNS(=O)C=C1 Thiazinone